BrC1=CC=C2C=CC(=NC2=C1)N(C)NC(=O)[C@H]1N(N(CCC1)C(=O)OC(C)(C)C)C(=O)OC(C)(C)C di-tert-butyl (3S)-3-[[(7-bromo-2-quinolyl)-methylamino]carbamoyl]hexahydropyridazine-1,2-dicarboxylate